(S)-N-ethyl-5-fluoro-2-((5-(2-(1-hydroxy-4-methylpentan-3-yl)-2,6-diazaspiro[3.4]octan-6-yl)-1,2,4-triazin-6-yl)oxy)-N-isopropylbenzamide C(C)N(C(C1=C(C=CC(=C1)F)OC1=C(N=CN=N1)N1CC2(CN(C2)[C@@H](CCO)C(C)C)CC1)=O)C(C)C